3-(2-Cyclopropylthiazol-5-yl)-N-((trans-4-(5-methoxy-6-methylpyridin-2-yl)cyclohexyl)methyl)aniline C1(CC1)C=1SC(=CN1)C=1C=C(NC[C@@H]2CC[C@H](CC2)C2=NC(=C(C=C2)OC)C)C=CC1